S1C(=NC=C1)C(C)NC(=O)N [1-(1,3-thiazol-2-yl)ethyl]urea